N,N-bis[(4-methoxyphenyl)methyl]-5-(trifluoromethoxy)pyridin-2-amine COC1=CC=C(C=C1)CN(C1=NC=C(C=C1)OC(F)(F)F)CC1=CC=C(C=C1)OC